ClC=1C=C2C=NC(=NC2=CC1N1CC2CCC(C1)C2(O)C)NC=2C=NN(C2Cl)C21CC(C2)(C1)COC (endo)-3-(6-chloro-2-((5-chloro-1-(3-(methoxymethyl)bicyclo[1.1.1]pentan-1-yl)-1H-pyrazol-4-yl)amino)quinazolin-7-yl)-8-methyl-3-azabicyclo[3.2.1]octan-8-ol